OCC1CCCC(O1)O 6-(hydroxymethyl)-tetrahydro-2H-pyran-2-ol